3-hydroxy-3-methyl-1-propene OC(C=C)C